OC1=C(C(C2CCC1C2)=O)C(=O)C=2C(=NC(=CC2)C(F)(F)F)COCCOC 4-hydroxy-3-[2-(2-methoxyethoxymethyl)-6-trifluoromethylpyridine-3-carbonyl]bicyclo[3.2.1]oct-3-en-2-one